ClC1=C(C=CC=C1)[C@@H](C)N(C(O)=O)C1=C(C=NN1C1=CC=C(C=C1)C1=CC=C(C=C1)C1(CC1)C(NC#N)=O)Cl.NC=1C=C(C=CC1O)C(C(F)(F)F)(C(F)(F)F)C1=CC(=C(C=C1)O)N 2,2-Bis(3-amino-4-hydroxyphenyl)-hexafluoropropane (R)-1-(2-chlorophenyl)ethyl-(4-chloro-1-(4'-(1-(cyanocarbamoyl)cyclopropyl)-[1,1'-biphenyl]-4-yl)-1H-pyrazol-5-yl)carbamate